1-Tert-butyl ((1-(((2-(2,6-dioxopiperidin-3-yl)-1,3-dioxoisoindolin-4-yl)amino)methyl) cyclobutyl)methyl)(methyl)carbamate O=C1NC(CCC1N1C(C2=CC=CC(=C2C1=O)NCC1(CCC1)CN(C(OC(C)(C)C)=O)C)=O)=O